CC1C(C2=CC=CC=C2CC1)=O 2-methyl-3,4-dihydronaphthalen-1(2H)-one